N[C@@H]([C@@H](O)C1=CC=CC=C1)CO (1S,2R)-2-amino-1-phenyl-1,3-propanediol